(6-((5-amino-7-(butylamino)-3-methyl-1H-pyrazolo[4,3-d]pyrimidin-1-yl)methyl)-5-methoxypyridin-3-yl)methanol NC=1N=C(C2=C(N1)C(=NN2CC2=C(C=C(C=N2)CO)OC)C)NCCCC